NC1=CC=C(C(=C1C(=O)N(C)C)F)C=1C(=C2C(=NC1)NC[C@]21C[C@H](CC1)OC1=NC=CC=C1)Cl 6-Amino-3-((1R,3S)-4'-chloro-3-(pyridin-2-yloxy)-1',2'-dihydrospiro[cyclopentane-1,3'-pyrrolo[2,3-b]pyridin]-5'-yl)-2-fluoro-N,N-dimethylbenzamide